tert-Butyl N-[(3-methyltetrahydropyran-4-ylidene)amino]carbamate CC1COCCC1=NNC(OC(C)(C)C)=O